2-methyl-6-[(3RS)-oxan-3-yl]-N-{(1R)-1-[3-(trifluoromethyl)phenyl]ethyl}pyrido[3,4-d]pyrimidin-4-amine CC=1N=C(C2=C(N1)C=NC(=C2)[C@@H]2COCCC2)N[C@H](C)C2=CC(=CC=C2)C(F)(F)F |&1:11|